CN(S(=O)(=O)C1=C(C=CC=C1)[N+](=O)[O-])[C@@H]1CCN(C2=CC(=CC=C12)C(F)(F)F)C (R)-N-methyl-N-(1-methyl-7-(trifluoromethyl)-1,2,3,4-tetrahydroquinolin-4-yl)-2-nitrobenzenesulfonamide